(E)-1-(2-bromo-1-chloro-2-iodovinyl)-4-chlorobenzene Br\C(=C(/Cl)\C1=CC=C(C=C1)Cl)\I